BrC1=CC=C(C=C1)C=C1N=C(OC1=O)C1=CC=CC=C1 4-[(4-bromophenyl)methylene]-2-phenyl-4,5-dihydro-1,3-oxazol-5-one